tert-butyl (S)-(6-((5-(allyloxy)-1H-indol-3-yl)methyl)-2,2-dimethyl-4,9-dioxo-3,8-dioxa-5,10-diazatridecan-13-yl)(4-((tert-butoxycarbonyl)amino)butyl)carbaMate C(C=C)OC=1C=C2C(=CNC2=CC1)C[C@H](NC(OC(C)(C)C)=O)COC(NCCCN(C(OC(C)(C)C)=O)CCCCNC(=O)OC(C)(C)C)=O